C(=CC1=CC=CC=C1)N1N=NC=C1 1-(styryl)-1,2,3-triazole